[K].BrC=1N(C(=NN1)SCC(=O)NC1=C(C=C(C(=O)O)C=C1)Cl)C1=CC=C(C2=CC=CC=C12)C1CC1 4-(2-((5-bromo-4-(4-cyclopropylnaphthalen-1-yl)-4H-1,2,4-triazol-3-yl)thio)acetamido)-3-chlorobenzoic acid potassium